sulfopyrimidine S(=O)(=O)(O)C1=NC=CC=N1